N1C=CC=2C1=NC=CC2SC=2N=C1C(=NC2)NC(=N1)N1CCC2(CC1)[C@@H](C1=CC=CC=C1C2)N (S)-1'-(5-((1H-pyrrolo[2,3-b]pyridin-4-yl)thio)-1H-imidazo[4,5-b]pyrazin-2-yl)-1,3-dihydrospiro[indene-2,4'-piperidin]-1-amine